(±)-5'-chloro-5-methyl-1,2,5,6-tetrahydro-[3,3'-bipyridin]-1-ium chloride [Cl-].ClC=1C=C(C=NC1)C=1C[NH2+]C[C@@H](C1)C |r|